Diethyl (E)-2-((1-bromonaphthalen-2-yl)((4-ethoxy-4-oxobut-2-en-1-yl)thio)methyl)-2-hydroxymalonate BrC1=C(C=CC2=CC=CC=C12)C(C(C(=O)OCC)(C(=O)OCC)O)SC\C=C\C(=O)OCC